N(=[N+]=[N-])CC=1C(NC(N([C@H]2[C@H](O)[C@H](O)[C@@H](CO)O2)C1)=O)=O 5-azidomethyl-uridine